[Br-].CN1C2=CC=CC=C2C=2C=C(C=CC12)N1C[NH+](C=C1)CCCCCCCC 1-(9-Methyl-carbazol-3-yl)-3-octyl-2H-imidazol-3-ium bromide